2,3,5-trimethyl-4-nitropyridine nitrogen [N].CC1=NC=C(C(=C1C)[N+](=O)[O-])C